4-(4-chlorophenyl)-2-phenyl-2-(1H-1,2,4-triazol-1-ylmethyl)butanenitrile ClC1=CC=C(C=C1)CCC(C#N)(CN1N=CN=C1)C1=CC=CC=C1